NC\C(\CC=1N(C(NN1)=O)C1=C(C=C(C=C1)C=1C=NC(=CC1)N1CCOCC1)F)=C\F [(E)-2-(aminomethyl)-3-fluoro-allyl]-4-[2-fluoro-4-(6-morpholino-3-pyridyl)phenyl]-1,2,4-triazol-3-one